2-[[4-(1,7-diazaspiro[4.4]nonan-7-yl)-3-(2-pyridyl)pyrrolo[2,3-b]pyridin-1-yl]methoxy]ethyl-trimethyl-silane N1CCCC12CN(CC2)C2=C1C(=NC=C2)N(C=C1C1=NC=CC=C1)COCC[Si](C)(C)C